C(C)(C)(C)OC(=O)N1CCC(CC1)OC1=NC=C(C=N1)C(C)N 4-((5-(1-aminoethyl)pyrimidin-2-yl)oxy)piperidine-1-carboxylic acid tert-butyl ester